(S)-4-hydroxyphenylglycine OC1=CC=C([C@H](N)C(=O)O)C=C1